N1-(2-dimethylaminoethyl)-5-methoxy-N1-methyl-N4-[5-methyl-4-(1-methylindol-3-yl)pyrimidin-2-yl]benzene-1,2,4-triamine CN(CCN(C=1C(=CC(=C(C1)OC)NC1=NC=C(C(=N1)C1=CN(C2=CC=CC=C12)C)C)N)C)C